monomethyl monoglycidyl ether C(C1CO1)OC